5-Tetradecenal C(CCCC=CCCCCCCCC)=O